COC=1C=C2CCN=C(C2=CC1OC)C 6,7-dimethoxy-1-methyl-3,4-dihydroisoquinoline